FC1=C(CN2N=C3N([C@H](CCC3)C(=O)O)C2=O)C=CC=C1C(F)(F)F |r| (5RS)-2-[2-Fluoro-3-(trifluoromethyl)benzyl]-3-oxo-2,3,5,6,7,8-hexahydro[1,2,4]triazolo[4,3-a]pyridine-5-carboxylic acid